The molecule is the D-enantiomer of tryptophanium. It has a role as a bacterial metabolite. It is a conjugate acid of a D-tryptophan. It is an enantiomer of a L-tryptophanium. C1=CC=C2C(=C1)C(=CN2)C[C@H](C(=O)O)[NH3+]